C(C)(C)(C)OC(=O)N1CC(SCC1)C(N)=S.BrC=1SC2=C(N1)C=C(C(=C2)OC2C(CCC2)=O)F 2-((2-bromo-5-fluorobenzo[d]thiazol-6-yl)oxy)cyclopentanone tert-butyl-2-carbamothioylthiomorpholine-4-carboxylate